(benzyloxycarbonylamino)-2-azabicyclo[2.1.1]Hexane-2-carboxylic acid tert-butyl ester C(C)(C)(C)OC(=O)N1C2(CC(C1)C2)NC(=O)OCC2=CC=CC=C2